N-[4-fluoro-5-(4-morpholin-4-ylphenyl)-2-[rac-(3R)-3,4-dimethylpiperazin-1-yl]phenyl]-1-methyl-6-oxo-4-(trifluoromethyl)pyridine-3-carboxamide FC1=CC(=C(C=C1C1=CC=C(C=C1)N1CCOCC1)NC(=O)C1=CN(C(C=C1C(F)(F)F)=O)C)N1C[C@H](N(CC1)C)C |r|